((1S,3R)-3-(2-((1H-pyrazol-3-yl)oxy)-6-(1H-1,2,4-triazol-3-yl)-1H-imidazo[4,5-c]pyridin-1-yl)cyclohexyl)-5-chlorothiazole-2-carboxamide N1N=C(C=C1)OC=1N(C2=C(C=NC(=C2)C2=NNC=N2)N1)[C@H]1C[C@H](CCC1)C=1N=C(SC1Cl)C(=O)N